O=C1OC(CN1)CCNC(OC(C)(C)C)=O tert-butyl N-[2-(2-oxooxazolidin-5-yl)ethyl]carbamate